OCCCNC(=O)C1=NNC2=C1C=NC=C2 N-(3-hydroxy-propyl)-1H-pyrazolo[4,3-c]pyridine-3-carboxamide